4-propyl-5-methyl-1,3-dioxol-2-one C(CC)C=1OC(OC1C)=O